(R)-1-(pyridazin-3-ylcarbamoyl)-6-azaspiro[2.5]octane-6-carboxylate N1=NC(=CC=C1)NC(=O)[C@@H]1CC12CCN(CC2)C(=O)[O-]